(5R)-1-methyl-N-[(3S)-5-methyl-4-oxo-2,3-dihydro-1,5-benzoxazepin-3-yl]-5-(trifluoromethyl)-4,5,6,7-tetrahydroindazole-3-carboxamide CN1N=C(C=2C[C@@H](CCC12)C(F)(F)F)C(=O)N[C@H]1COC2=C(N(C1=O)C)C=CC=C2